3-[(2R,3S)-2-(5-bromo-3-pyridyl)tetrahydrofuran-3-yl]-1-methyl-1-[(1S)-1-(4-pyridyl)ethyl]urea BrC=1C=C(C=NC1)[C@H]1OCC[C@@H]1NC(N([C@@H](C)C1=CC=NC=C1)C)=O